C(C)(C)S(=O)(=O)C=1C=C(C(=O)NC2=CC(=C(C=C2)C)CCC2=NNC(=C2)NC2=NC=CC=C2C)C=CC1 3-(isopropylsulfonyl)-N-(4-methyl-3-(2-(5-((3-methylpyridin-2-yl)amino)-1H-pyrazol-3-yl)ethyl)phenyl)benzamide